((3-(4-amino-7-isopropylimidazo[5,1-f][1,2,4]triazin-5-yl)bicyclo[1.1.1]pentan-1-yl)methyl)-5-fluoro-2-methoxybenzamide NC1=NC=NN2C1=C(N=C2C(C)C)C21CC(C2)(C1)CC=1C(=C(C(=O)N)C=C(C1)F)OC